1,7-bis(4-hydroxy-3-methoxyphenyl)heptane-3,5-dione OC1=C(C=C(C=C1)CCC(CC(CCC1=CC(=C(C=C1)O)OC)=O)=O)OC